4-((3,4-dimethoxyphenyl)(4-fluorophenyl)methylene)piperidine COC=1C=C(C=CC1OC)C(=C1CCNCC1)C1=CC=C(C=C1)F